2,3-dihydro-1λ6,2-benzothiazole-1,1-dione S1(NCC2=C1C=CC=C2)(=O)=O